COC(C1=CC(=C(C=C1)C)NC1=NC=CC=C1C1=C2N=CN(C2=NC=N1)C1OCCCC1)=O.C1(=CC=CC=C1)S(=O)(=O)C=CC1=CC=CC=C1 (2-(benzenesulfonyl)vinyl)benzene methyl-4-methyl-3-((3-(9-(tetrahydro-2H-pyran-2-yl)-9H-purin-6-yl)pyridin-2-yl)amino)benzoate